CC(C)(C)C(O)(C=1C=NC=NC1)C1(CC=C(C=C1)C1=CC=CC=C1)OC(F)(F)F α-(1,1-dimethylethyl)-α-[4-(trifluoromethoxy)[1,1'-biphenyl]-4-yl]-5-pyrimidinemethanol